diethyl (5'-methyl-4-pentyl-1',2',3',4'-tetrahydro-[1,1'-biphenyl]-2,6-diyl) bis(methylphosphonate) CP(OCC)(OC1=C(C(=CC(=C1)CCCCC)OP(OCC)(=O)C)C1CCCC(=C1)C)=O